1,4-di(methoxy)benzene COC1=CC=C(C=C1)OC